3-ethyl-4-(methoxycarbonyl)-1,2,5-oxadiazole 2-oxide C(C)C1=[N+](ON=C1C(=O)OC)[O-]